CCC=CCCNC(=O)NC=1C=C2C(=CNC2=CC1)C1CCN(CC1)C(CC)CC N-(3-hexen-6-yl)-N'-(3-(1-(3-pentyl)piperidin-4-yl)-1H-indol-5-yl)urea